C(CCCCCCC\C=C/C\C=C/CCCCC)(=O)[O-].[K+] Potassium Linoleate